N1(CCC[C@H]2CCCC[C@H]12)C([C@@H](CO[Si](C1=CC=CC=C1)(C1=CC=CC=C1)C(C)(C)C)N)=O (2R)-1-[(4aR,8aS)-3,4,4a,5,6,7,8,8a-octahydro-2H-quinolin-1-yl]-2-amino-3-[tert-butyl(diphenyl)silyl]oxy-propan-1-one